C(C)(C)C=1C(=NNC1C=1C=C(C=2N(C1)N=CN2)OC)C2=CC=C(C=N2)N2CCN(CC2)CC(=O)N(C)C 2-(4-(6-(4-isopropyl-5-(8-methoxy-[1,2,4]triazolo[1,5-a]pyridin-6-yl)-1H-pyrazol-3-yl)pyridin-3-yl)piperazin-1-yl)-N,N-dimethylacetamide